C(#C)C1=C2C(=CC(=CC2=CC=C1F)O)C1=C(C=2N=C(N=C(C2C(=N1)OC)N1CCOCC1)OC[C@]12[C@H](N(CCC1)C)CCC2)F 5-ethynyl-6-fluoro-4-(8-fluoro-5-methoxy-2-(((4aS,7aR)-1-methyloctahydro-4aH-cyclopenta[b]pyridin-4a-yl)methoxy)-4-morpholinopyrido[4,3-d]pyrimidin-7-yl)naphthalen-2-ol